(3aR,5R,6aS)-5-benzyl-2-((R)-2-(3-fluoro-4-hydroxyphenyl)-2-hydroxyethyl)octahydro-cyclopenta[c]pyrrol-5-ol C(C1=CC=CC=C1)C1(C[C@@H]2[C@@H](CN(C2)C[C@H](O)C2=CC(=C(C=C2)O)F)C1)O